FC(=C(F)F)SSCC(F)(F)F (2,2,2-trifluoroethyl) (perfluorovinyl) disulfide